CC1=[NH+]C=C(C(=C1O)C[NH3+])CO The molecule is a pyridinium ion obtained by protonation of both nitrogens of pyridoxamine. It is a conjugate acid of a pyridoxaminium(1+).